benzo(gfi)pyrene C=1C=CC2=CCC34C=CC(=C5C=CC1C2=C35)C=C4